tert-Butyl 3-(3-(((4-methoxybenzyl)oxy)methyl)-4-methylphenyl)-2-methylhept-6-ynoate COC1=CC=C(COCC=2C=C(C=CC2C)C(C(C(=O)OC(C)(C)C)C)CCC#C)C=C1